tri-lactoyl-amino(lactyl)silane C(C(O)C)(=O)C(C(C(=O)[SiH2]N)O)(C(C(O)C)=O)C(C(O)C)=O